4-isopropyl-2-(piperazin-1-yl)thiazole hydrochloride Cl.C(C)(C)C=1N=C(SC1)N1CCNCC1